FC(C=1C=CC=C2C=C(NC12)C(=O)N)(F)F 7-(trifluoromethyl)-1H-indole-2-carboxamide